(S)-4-(3-((tert-Butoxycarbonyl)amino)-3-methylpyrrolidin-1-yl)-6-methoxynicotinic acid methyl ester COC(C1=CN=C(C=C1N1C[C@@](CC1)(C)NC(=O)OC(C)(C)C)OC)=O